BrC=1C=C(CC2=CC=C(N=N2)N)C=CC1 6-(3-bromobenzyl)pyridazin-3-amine